N-methoxy-N-methyl-1-((5-methyl-2-(m-tolyl)oxazol-4-yl)methyl)piperidine-4-carboxamide CON(C(=O)C1CCN(CC1)CC=1N=C(OC1C)C=1C=C(C=CC1)C)C